C(C)C(C(=O)[O-])CCCC.[Mn+2].C(C)C(C(=O)[O-])CCCC Manganese(II) 2-ethylhexanoate